C(#N)CC1(CN(C1)C1=CC(=C(C(=O)N[C@H](C(F)(F)F)C)C=C1F)F)N1N=CC(=C1)C=1C(=NNC1)C 4-[3-(cyanomethyl)-3-(3'-methyl-1H,1'H-4,4'-bipyrazol-1-yl)azetidin-1-yl]-2,5-difluoro-N-[(1S)-2,2,2-trifluoro-1-methylethyl]benzamide